(4-amino-7-(4-(hydroxymethyl)-2-methyloxazol-5-yl)-2-(pyridin-2-ylmethyl)-2H-[1,2,3]triazolo[4,5-c]pyridin-6-yl)-2-fluorobenzonitrile NC1=NC(=C(C=2C1=NN(N2)CC2=NC=CC=C2)C2=C(N=C(O2)C)CO)C=2C(=C(C#N)C=CC2)F